C(C)OC(=O)C=1C(=NN(C1\C=C\C1=CC=CC=C1)C1=CC=CC=C1)C1=CC=C(C=C1)OC (E)-3-(4-methoxyphenyl)-1-phenyl-5-styryl-1H-pyrazole-4-carboxylic acid ethyl ester